(S)-N-(3-Chloro-4-fluorophenyl)-1-(3-(dimethylamino)-3-oxopropyl)-N-methyl-3-(6-methyl-4-(trifluoromethyl)pyridin-2-yl)-2-oxoimidazolidine-4-carboxamide ClC=1C=C(C=CC1F)N(C(=O)[C@H]1N(C(N(C1)CCC(=O)N(C)C)=O)C1=NC(=CC(=C1)C(F)(F)F)C)C